(S,E)-2,4-difluoro-N-(2-methoxy-5-(4-(2-methyl-4-(4-oxopent-2-enoyl)piperazin-1-yl)quinazolin-6-yl)pyridin-3-yl)benzenesulfonamide FC1=C(C=CC(=C1)F)S(=O)(=O)NC=1C(=NC=C(C1)C=1C=C2C(=NC=NC2=CC1)N1[C@H](CN(CC1)C(\C=C\C(C)=O)=O)C)OC